OCCN(CCCOCCCCCCCCCCCCCCCCCC)CCO bis(2-hydroxyethyl)octadecyloxypropylamine